(S)-N-(5-(2-amino-[1,2,4]triazolo[1,5-a]pyridin-6-yl)-2-methylpyridin-3-yl)-3-(3-methoxyphenyl)isooxazolidine-2-carboxamide NC1=NN2C(C=CC(=C2)C=2C=C(C(=NC2)C)NC(=O)N2OCC[C@H]2C2=CC(=CC=C2)OC)=N1